[2,5-difluoro-3-(methylsulfanyl)phenyl]methanol FC1=C(C=C(C=C1SC)F)CO